C1(CC1)CC=1NC=C(N1)S(=O)(=O)NC=1C=CC(=C2C=CC=NC12)N1CCOCC1 (cyclopropylmethyl)-N-(5-morpholino-8-quinolinyl)imidazole-4-sulfonamide